4-(2-{5-[(1R,4R,7R)-7-amino-2-azabicyclo[2.2.1]heptane-2-carbonyl]-7-methoxy-1-methyl-1H-1,3-benzodiazol-2-yl}-1-(cyclopropylmethyl)-1H-indol-7-yl)-3-chlorophenol N[C@H]1[C@@H]2N(C[C@H]1CC2)C(=O)C2=CC1=C(N(C(=N1)C=1N(C3=C(C=CC=C3C1)C1=C(C=C(C=C1)O)Cl)CC1CC1)C)C(=C2)OC